NC1=C(SC2=NC(=CC(=C21)C)C)C(=O)NC2CC=1C=CC(=NC1CC2)N2CC1(OC(C(O1)(C)C)(C)C)C(C2)N 3-amino-N-(2-{9-amino-2,2,3,3-tetramethyl-1,4-dioxa-7-azaspiro[4.4]nonan-7-yl}-5,6,7,8-tetrahydroquinolin-6-yl)-4,6-dimethylthieno[2,3-b]pyridine-2-carboxamide